ClC1=CC(=C(C=C1)C1(OC2=C(O1)C=CC=C2C2CCN(CC2)CC=2N(C(=CN2)CCC(=O)O)CC2=CC(=CC=C2)OC)C)F (E)-3-(2-((4-(2-(4-chloro-2-fluorophenyl)-2-methylbenzo[d][1,3]dioxol-4-yl)piperidin-1-yl)methyl)-1-(3-methoxybenzyl)-1H-imidazol-5-yl)propanoic acid